(3-chlorophenyl)-3,5,6,7,8,9-hexahydro-11H-azepino[1,2-a]purin-11-one ClC=1C=C(C=CC1)C=1NC=2N=C3N(C(C2N1)=O)CCCCC3